(1R,3S)-3-(5-{5-[2-(1,3-dioxolan-2-yl)-3-[(4-methoxyphenyl)methoxy] phenyl]-2-methylpyrazole-3-amido}-2H-pyrazol-3-yl)cyclopentyl N-methylcarbamate CNC(O[C@H]1C[C@H](CC1)C=1NN=C(C1)NC(=O)C=1N(N=C(C1)C1=C(C(=CC=C1)OCC1=CC=C(C=C1)OC)C1OCCO1)C)=O